n-propyl-sulfonyl-ethane C(CC)S(=O)(=O)CC